(E)-N-(3-(6-Amino-5-((1-(but-2-enoyl)azetidin-3-yl)oxy)pyrimidin-4-yl)-5-fluoro-2-methylphenyl)-4-cyclopropyl-2-fluorobenzamide NC1=C(C(=NC=N1)C=1C(=C(C=C(C1)F)NC(C1=C(C=C(C=C1)C1CC1)F)=O)C)OC1CN(C1)C(\C=C\C)=O